ClC1=CC2=C(N=C(N(C2=O)C)C(F)(F)F)C(=N1)C1=C(C=C(C=C1)F)F 6-chloro-8-(2,4-difluorophenyl)-3-methyl-2-(trifluoromethyl)pyrido[3,4-d]pyrimidin-4(3H)-one